C(C)(=O)OOC1=C(C(=CC=C1)C(C)C#N)OC1=C(C=C(C(=C1)N1C(N(C(=CC1=O)C(F)(F)F)C)=O)F)Cl 1-cyanoethyl-(2-{2-chloro-4-fluoro-5-[3-methyl-2,6-dioxo-4-(trifluoromethyl)-3,6-dihydropyrimidin-1(2H)-yl]phenoxy}phenoxy) acetate